(4Z)-6,6-dipropoxy-4-hexenylphosphine C(CC)OC(\C=C/CCCP)OCCC